BrC=1C=C(C=C(C1OC)Br)C(=O)N1C2=C(SC3(CC3)C1)C=CC=C2 (3,5-dibromo-4-methoxyphenyl)(spiro[benzo[b][1,4]thiazine-2,1'-cyclopropane]-4(3H)-yl)methanone